FC1(CCC(CC1)NC1=NC(=NC(=C1F)OC)C=1SC=C(N1)C)F N-(4,4-difluorocyclohexyl)-5-fluoro-6-methoxy-2-(4-methylthiazol-2-yl)pyrimidin-4-amine